COCCOC1=NC(=NC=C1)NC1=CC(=NC=C1C1=NN(C=C1)C)NC(C)=O N-(4-((4-(2-methoxyethoxy)pyrimidin-2-yl)amino)-5-(1-methyl-1H-pyrazol-3-yl)pyridin-2-yl)acetamide